methyl 2-((2-(((tert-butoxycarbonyl) (2-(6-methoxy-3-nitropyridin-2-yl) ethyl) amino) methyl)-4-fluorophenyl) amino)-5-(trifluoromethyl)-benzoate C(C)(C)(C)OC(=O)N(CCC1=NC(=CC=C1[N+](=O)[O-])OC)CC1=C(C=CC(=C1)F)NC1=C(C(=O)OC)C=C(C=C1)C(F)(F)F